(1R,3S)-cyclopent-4-en-1,3-diyl-biscarbamate [C@H]1(C[C@@H](C=C1)NC([O-])=O)NC([O-])=O